C(C)/C(/C(=O)OC1=CC(O)=C(C=C1O)O)=C\C1=CC(=NC=C1C=1SC(=C(C1C(C1=CC=C(C=C1)Cl)=O)C)C)OC di-hydroxyresorcinol (E)-ethyl-3-(5-(3-(4-chlorobenzoyl)-4,5-dimethylthiophen-2-yl)-2-methoxypyridin-4-yl)acrylate